ClC1=C(C=2N=C(N=C(C2C=N1)N1CCN(CC1)C(=O)OC(C)(C)C)OC[C@]12CCCN2C[C@@H](C1)F)F tert-butyl 4-(7-chloro-8-fluoro-2-(((2R,7aS)-2-fluorotetrahydro-1H-pyrrolizin-7a(5H)-yl)methoxy)pyrido[4,3-d]pyrimidin-4-yl)piperazine-1-carboxylate